rac-(1R,2S,3S)-2-((tert-butyldimethylsilyl)oxy)-3-isopropoxycyclohexan-1-amine [Si](C)(C)(C(C)(C)C)O[C@H]1[C@@H](CCC[C@@H]1OC(C)C)N |r|